methyl 4-((3-bromo-7-hydroxy-5-((methoxycarbonyl) amino)-1H-pyrazolo[4,3-d]pyrimidin-1-yl) methyl)-3-methoxybenzoate BrC1=NN(C2=C1N=C(N=C2O)NC(=O)OC)CC2=C(C=C(C(=O)OC)C=C2)OC